FC(S(=O)(=O)O)(F)F.C(=O)(O)C(C)C1=NC=CN1C 1-carboxyethyl-3-methylimidazole trifluoromethanesulfonate